4-(4-amino-7-bromo-1-methyl-1H-pyrrolo[3,2-c]pyridin-3-yl)-2-methoxy-N-(2,2,2-trifluoroethyl)benzamide NC1=NC=C(C2=C1C(=CN2C)C2=CC(=C(C(=O)NCC(F)(F)F)C=C2)OC)Br